2-(2-cyanopyridin-4-yl)-4-(trifluoromethyl)thiazole-5-carboxylic acid C(#N)C1=NC=CC(=C1)C=1SC(=C(N1)C(F)(F)F)C(=O)O